N1N=CC=2CCCC(C12)=O (E)-4,5,6,7-tetrahydro-1H-indazol-7-one